3-(N,N-dimethylamino)-1-(3-iodophenyl)propan-1-one CN(C)CCC(=O)C1=CC(=CC=C1)I